C(=C)C1=CC=C(C=C1)S(=O)(=O)ON1C(CCC1=O)=O N-(p-vinylphenyl)sulfonyloxy-succinimide